ClC1=C2C(=NC=C1OC=1C=NN3C1C=NC=C3)N=C(N2C)NC=2C(N(C=C(C2)C2CC2)C2CC3(COC3)C2)=O 3-((7-chloro-1-methyl-6-(pyrazolo[1,5-a]pyrazin-3-yloxy)-1H-imidazo[4,5-b]pyridin-2-yl)amino)-5-cyclopropyl-1-(2-oxaspiro[3.3]heptan-6-yl)pyridin-2(1H)-one